C1(CC1)NC=1C2=C(N=C(N1)C1=C(C(=CC(=C1F)OC)OC)F)C=NC(=C2)N[C@H]2[C@H](COC2)NC(C=C)=O N-((3R,4S)-4-((4-(cyclopropylamino)-2-(2,6-difluoro-3,5-dimethoxyphenyl)pyrido[3,4-d]pyrimidin-6-yl)amino)tetra-hydrofuran-3-yl)acrylamide